tricosaethyleneglycol monobehenate C(CCCCCCCCCCCCCCCCCCCCC)(=O)OCCOCCOCCOCCOCCOCCOCCOCCOCCOCCOCCOCCOCCOCCOCCOCCOCCOCCOCCOCCOCCOCCOCCO